5-(cyclohexyloxy)-2-methylbenzohydrazide C1(CCCCC1)OC=1C=CC(=C(C(=O)NN)C1)C